ethyl 1-(4-methylbenzyl)-1H-pyrazole-4-carboxylate CC1=CC=C(CN2N=CC(=C2)C(=O)OCC)C=C1